(R)-3-bromo-N-(5-chloro-6-cyanopyridin-3-yl)-2-hydroxy-2-methylpropanamide BrC[C@](C(=O)NC=1C=NC(=C(C1)Cl)C#N)(C)O